The molecule is a 1,2-diacyl-sn-glycerol in which the acyl groups at positions 1 and 2 are specified as stearoyl and (4Z,7Z,10Z,13Z,16Z,19Z)-docosahexaenoyl respectively. It has a role as a protein kinase C agonist and a calcium channel agonist. It derives from an all-cis-docosa-4,7,10,13,16,19-hexaenoic acid and an octadecanoic acid. CCCCCCCCCCCCCCCCCC(=O)OC[C@H](CO)OC(=O)CC/C=C\\C/C=C\\C/C=C\\C/C=C\\C/C=C\\C/C=C\\CC